4-[2-(4-chloro-3-fluorophenoxy)acetamido]-2-hydroxy-N-[(4-methoxyphenyl)methyl]bicyclo[2.2.2]octane-1-carboxamide ClC1=C(C=C(OCC(=O)NC23CC(C(CC2)(CC3)C(=O)NCC3=CC=C(C=C3)OC)O)C=C1)F